(4-methyl-1-((5-nitro-1-p-toluenesulfonyl-1H-pyrrolo[2,3-b]pyridin-4-yl)amino)piperidine-4-yl)methanol CC1(CCN(CC1)NC1=C2C(=NC=C1[N+](=O)[O-])N(C=C2)S(=O)(=O)C2=CC=C(C)C=C2)CO